tert-butyl (5-chloro-1H-indol-3-yl)carbamate ClC=1C=C2C(=CNC2=CC1)NC(OC(C)(C)C)=O